N1(N=CN=C1)CCOC=1C=CC=C2C=C(N(C12)CC1CC1)C1=NN2C(C=CC(=C2)C(=O)N2C[C@@H](CCC2)N)=C1C (R)-(2-(7-(2-(1H-1,2,4-triazol-1-yl)ethoxy)-1-(cyclopropylmethyl)-1H-indol-2-yl)-3-methylpyrazolo[1,5-a]pyridin-6-yl)(3-aminopiperidin-1-yl)methanone